3-methacryloyloxypropyl-tris(2-methoxyethoxy)silane C(C(=C)C)(=O)OCCC[Si](OCCOC)(OCCOC)OCCOC